S(=O)(=O)(O)O.C(C)(CCCCCCCCCCCC)OC(C)CCCCCCCCCCCC secondary tetradecyl ether sulfate salt